C(#C)C1=CC2=C(N(C(=N2)C)C)C=C1 5-ethynyl-1,2-dimethyl-1,3-benzodiazole